C1(CCCCC1)C[C@@H](C(=O)O)NC(=O)OCC1C2=CC=CC=C2C=2C=CC=CC12 (2S)-3-cyclohexyl-2-(9H-fluoren-9-ylmethoxycarbonylamino)propionic acid